(1S)-2-(3,3-difluoroazetidin-1-yl)cyclopentanamine FC1(CN(C1)C1[C@H](CCC1)N)F